FC(C1=CC=C(C=C1)C1=C2CCNCC2=CC(=C1)C=1OC=CN1)(F)F 2-(5-(4-(trifluoromethyl)phenyl)-1,2,3,4-tetrahydroisoquinolin-7-yl)oxazole